1-[(2,3-dihydro-1H-inden-5-yl)sulfonyl]-N-[2-(trifluoromethyl)-5-benzoxazolyl]-4-piperidinecarboxamide C1CCC2=CC(=CC=C12)S(=O)(=O)N1CCC(CC1)C(=O)NC=1C=CC2=C(N=C(O2)C(F)(F)F)C1